1,2-dihexanoyl-sn-glycero-3-phosphoethanolamine C(CCCCC)(=O)OC[C@@H](OC(CCCCC)=O)COP(=O)(O)OCCN